C(C)(=O)OC(C1CC(C1)(F)F)C1=CC=2C(=NC(=CC2)Cl)S1 (6-chlorothieno[2,3-b]pyridin-2-yl)(3,3-difluorocyclobutyl)methyl acetate